N=1C=NN2C1C=CC(=C2)C=2C=CN1N=C(N=C(C12)OC)NC1CCN(CC1)C(=O)C1(CC1)C#N 1-(4-((5-([1,2,4]triazolo[1,5-a]pyridin-6-yl)-4-methoxypyrrolo[2,1-f][1,2,4]triazin-2-yl)amino)piperidine-1-carbonyl)cyclopropane-1-carbonitrile